ClC=1C=C2C(=C3C4(NC(NC13)=O)CCCCC4)OC(=C2)C(=O)N(C(C)C)CCOC 5'-chloro-N-(2-methoxyethyl)-7'-oxo-N-(propan-2-yl)-7',8'-dihydro-6'H-spiro[cyclohexane-1,9'-furo[2,3-f]quinazoline]-2'-carboxamide